NCC1(CCCC1)NC=1C=C(C2=C(N=C(N=C2)SC)N1)C#C[Si](C(C)C)(C(C)C)C(C)C N-[1-(aminomethyl)cyclopentyl]-2-(methylsulfanyl)-5-[2-(triisopropylsilyl)ethynyl]pyrido[2,3-d]pyrimidin-7-amine